C(C)OC(C)[C@@H]1C(N([C@@H]1C1=CC=CC=C1)C(=O)OC(C)(C)C)=O (3R,4S)-3-(1-ethoxyethyl)-4-phenyl-N-tert-Butoxycarbonyl-2-azetidinone